tert-butyl (3S,4S)-3-hydroxy-4-methylpyrrolidine-1-carboxylate O[C@@H]1CN(C[C@@H]1C)C(=O)OC(C)(C)C